CC(CNC(COCCOCCOCCOCC(=O)O)=O)(C)C 17,17-dimethyl-14-oxo-3,6,9,12-tetraoxa-15-azaoctadecane-1-oic acid